C(#N)C1=CN=C(C(=N1)C(=O)N[C@@H](C)C1=CC(=C(C=C1)F)F)NC[C@@H](C)OC=1C=C2C=NC(=NC2=CC1)NC 6-cyano-N-((S)-1-(3,4-difluorophenyl)ethyl)-3-((R)-2-(2-(methylamino)quinazolin-6-yloxy)propylamino)pyrazine-2-carboxamide